C(#N)C=1C=C(C=CC1)CN1N=C(C(=C1)F)C(=O)NC1CCC2=C(N(C1=O)C)N=CC=C2 1-(3-cyanophenylmethyl)-4-fluoro-N-(9-methyl-8-oxo-6,7,8,9-tetrahydro-5H-pyrido[2,3-b]azepin-7-yl)-1H-pyrazole-3-carboxamide